CC1=C2C=CN(C2=CC=C1)C(C(=O)NC1(CC1)CN1CCCC1)C 2-(4-methyl-1H-indol-1-yl)-N-(1-(pyrrolidin-1-ylmethyl)cyclopropyl)propanamide